C(CCCCCCCCCCCCC)(=O)NCCCN(C)C myristoylaminopropyl-dimethylamine